C1(CCCCCC1)OC1=NC(=NC=C1C(=O)N[C@@H](C)\C=C\S(=O)(=O)C)C1CCCC1 (S,E)-4-(cycloheptyloxy)-2-cyclopentyl-N-(4-(methylsulfonyl)but-3-en-2-yl)pyrimidine-5-carboxamide